(1S,2R)-2-(2,2-difluoroethyl)cyclopropane tert-Butyl-formate C(C)(C)(C)OC=O.FC(CC1CC1)F